NC1=NC=C(C(=C1)C=1C=C2C(=NNC2=C(C1)Cl)N)F 5-(2-amino-5-fluoropyridin-4-yl)-7-chloro-1H-indazol-3-amine